COC(C(OC)C1=CC(=CC(=C1)OC)Br)=O.BrC=1C(=NC=CC1)CO[C@@H]1CC[C@@H](CC1)C1=C(C=CC=C1F)F 3-bromo-2-(((cis-4-(2,6-difluorophenyl)cyclohexyl)oxy)methyl)pyridine methyl-2-(3-bromo-5-methoxy-phenyl)-2-methoxy-acetate